BrCCOCCOCCOCCOCCOCCC(=O)O 1-bromo-3,6,9,12,15-pentaoxaoctadecan-18-oic acid